N-[6-(1-ethylpropylamino)-3-isopropyl-[1,2,4]triazolo[4,3-b]pyridazin-8-yl]benzamide C(C)C(CC)NC=1C=C(C=2N(N1)C(=NN2)C(C)C)NC(C2=CC=CC=C2)=O